COC1=CC=C(C=C1)S(=O)(=O)NN=C1CN(C1)C(=O)OC(C)(C)C tert-butyl 3-(2-((4-methoxyphenyl)sulfonyl)hydrazineylidene)azetidine-1-carboxylate